C(C)(C)(C)OC(=O)N1C[C@H]([C@@H](C1)O)NC1=NC=C(C=N1)F tert-butyl-trans-3-((5-fluoropyrimidin-2-yl)amino)-4-hydroxypyrrolidine-1-carboxylate